2-(5-{cyclopropyl[(1S,2S,3R)-2-fluoro-8-azabicyclo[3.2.1]octan-3-yl]amino}pyrazin-2-yl)-4-fluoro-5-[1-(fluoromethyl)-1H-pyrazol-4-yl]phenol C1(CC1)N(C=1N=CC(=NC1)C1=C(C=C(C(=C1)F)C=1C=NN(C1)CF)O)[C@H]1[C@H]([C@@H]2CCC(C1)N2)F